3-{4-[2-(4,4-difluoro-2-methylpiperidin-1-carbonyl)-4-fluorophenyl]-1-methyl-1H-indazol-6-yl}pyrrolidine-1-carboxylic acid tert-butyl ester C(C)(C)(C)OC(=O)N1CC(CC1)C1=CC(=C2C=NN(C2=C1)C)C1=C(C=C(C=C1)F)C(=O)N1C(CC(CC1)(F)F)C